BrC1=C2C(=NC=C1)C=C(S2)C(=O)NC(C(=O)O)C (7-bromothieno[3,2-b]pyridine-2-carboxamido)propanoic acid